CC=1N(C=CN1)C=1C=C(C=CC1)NC(OC1=CC=CC=C1)=O phenyl (3-(2-methyl-1H-imidazol-1-yl)phenyl)carbamate